6,7-dimethoxy-2,2-diphenyl-13-hydroxy-13-methyl-2H,13H-indeno[1',2':4,3]naphtho[1,2-b]pyran COC=1C(=CC=2C3=C(C=4C(OCC(C4)(C4=CC=CC=C4)C4=CC=CC=C4)C2C1)C(C=1C=CC=CC13)(C)O)OC